(R)-5-(2-(dimethylamino)ethoxy)-N-(1-(3-(1-ethyl-1H-pyrazol-3-yl)-5-(1-(2-methoxyethyl)-1H-pyrazol-4-yl)phenyl)ethyl)-2-methylbenzamide CN(CCOC=1C=CC(=C(C(=O)N[C@H](C)C2=CC(=CC(=C2)C=2C=NN(C2)CCOC)C2=NN(C=C2)CC)C1)C)C